4-(2-bromo-5-fluorobenzyl)-6-methyl-3-(methylthio)-1,2,4-triazin-5(4H)-one BrC1=C(CN2C(=NN=C(C2=O)C)SC)C=C(C=C1)F